(1R)-2,2-difluoro-N-{3-[6-(1-hydroxypropyl)-4-methylpyridin-3-yl]-2-(pyrazol-1-yl)-1,6-naphthyridin-7-yl}cyclopropane-1-carboxamide FC1([C@H](C1)C(=O)NC1=NC=C2C=C(C(=NC2=C1)N1N=CC=C1)C=1C=NC(=CC1C)C(CC)O)F